N1(C=NC=C1)CC1=CC(=CC=2C(=COC21)C(=O)OCC)Br ethyl 7-((1H-imidazol-1-yl) methyl)-5-bromobenzofuran-3-carboxylate